2-(4-chlorophenyl)benzoxazole ClC1=CC=C(C=C1)C=1OC2=C(N1)C=CC=C2